(Z)-(4-((3-(7-((3-fluoro-1'-methyl-[1,4'-bipiperidin]-4-yl)amino)-3-(2,2,2-trifluoroethyl)benzo[b]thiophen-2-yl)prop-2-yn-1-yl)amino)-3-methoxyphenyl)dimethylphosphine oxide FC1CN(CCC1NC1=CC=CC2=C1SC(=C2CC(F)(F)F)C#CCNC2=C(C=C(C=C2)P(C)(C)=O)OC)C2CCN(CC2)C